C(C1=CC=CC=C1)N1CC=2N=C(N=C(C2CC1)N1C[C@H]2CC[C@@H](C1)N2C(=O)OC(C)(C)C)OC[C@H]2N(CCC2)C tert-butyl (1R,5S)-3-(7-benzyl-2-(((S)-1-methylpyrrolidin-2-yl)methoxy)-5,6,7,8-tetrahydropyrido[3,4-d]pyrimidin-4-yl)-3,8-diazabicyclo[3.2.1]octane-8-carboxylate